C(#N)C1=CC=C(C=C1)[C@@H](C)NC(=O)C=1C(N(C2=NC=C(C=C2C1)C1COC1)CC1=CC=C(C=C1)F)=O (R)-N-(1-(4-cyanophenyl)ethyl)-1-(4-fluorophenylmethyl)-6-(oxetan-3-yl)-2-oxo-1,2-dihydro-1,8-naphthyridine-3-carboxamide